N1(CCCCC1)CCOC(CN(CCCN)C)C 2-[2-(1-piperidinyl)ethoxy]propyl-N-methyl-N-(3-aminopropyl)-amine